(S)-3-amino-4-(2-(4-((5-chloro-3-fluoropyridin-2-yl)oxy)phenyl)-2H-1,2,3-triazol-4-yl)butanoic acid hydrochloride Cl.N[C@H](CC(=O)O)CC1=NN(N=C1)C1=CC=C(C=C1)OC1=NC=C(C=C1F)Cl